ClC1=CC(=C(CN2N=C(C3=C(C2=O)CN(CC3)CC3=CC(=CC(=C3)F)F)C)C=C1)C 3-(4-chloro-2-methylbenzyl)-6-(3,5-difluorobenzyl)-1-methyl-5,6,7,8-tetrahydropyrido[3,4-d]pyridazin-4(3H)-one